N-(2-(3-(Ethyl(4-methoxybenzyl)amino)azetidin-1-yl)-5-(7'-fluoro-3'-methyl-2'-oxo-2',3'-dihydrospiro[cyclobutane-1,1'-pyrrolo[2,3-c]quinolin]-8'-yl)pyridin-3-yl)methanesulfonamide C(C)N(C1CN(C1)C1=NC=C(C=C1NS(=O)(=O)C)C1=CC=2C3=C(C=NC2C=C1F)N(C(C31CCC1)=O)C)CC1=CC=C(C=C1)OC